CC=1C=C(C=C(C1O)C)CCC(=O)NN 3-(3',5'-dimethyl-4'-hydroxyphenyl)propionoic hydrazide